1-butenyl-2,3-dimethylimidazole C(=CCC)N1C(N(C=C1)C)C